N-(2-(benzylamino)-2-oxoethyl)-3,4-dihydroxypicolinamide C(C1=CC=CC=C1)NC(CNC(C1=NC=CC(=C1O)O)=O)=O